(R)-5-((5-([1,2,4]triazolo[4,3-a]pyridin-6-yl)-7H-pyrrolo[2,3-d]pyrimidin-2-yl)amino)-1-methylpiperidin-2-one N=1N=CN2C1C=CC(=C2)C2=CNC=1N=C(N=CC12)N[C@@H]1CCC(N(C1)C)=O